N-[4-chloro-3-[(1-cyanocyclopropyl)carbamoyl]phenyl]-2-methyl-4-methylsulfonyl-5-(1,1,2,2,2-pentafluoroethyl)pyrazole-3-carboxamide ClC1=C(C=C(C=C1)NC(=O)C=1N(N=C(C1S(=O)(=O)C)C(C(F)(F)F)(F)F)C)C(NC1(CC1)C#N)=O